COC(C(C(=O)OC)([C@@H]1CN(CC1)C(=O)OC(C)(C)C)CCC1=CC(=CC=C1)Br)=O (R)-2-(3-bromophenethyl)-2-(1-(tert-butoxycarbonyl)pyrrolidin-3-yl)malonic acid dimethyl ester